COC(=O)[C@H]1N(C[C@@H](CC1)N(OCC1=CC=CC=C1)S(=O)(=O)C1=CC=C(C=C1)[N+](=O)[O-])C(C(F)(F)F)=O (2S,5R)-1-trifluoroacetyl-5-(N-benzyloxy-p-nitrobenzenesulfonylamino)-piperidine-2-carboxylic acid methyl ester